3-[(4-bromo-2,5-dimethyl-phenyl)methylene]azetidine BrC1=CC(=C(C=C1C)C=C1CNC1)C